N1C=CC2=C(C=CC=C12)NC1=NC=NC(=C1C(=O)OC)Cl methyl 4-((1H-indol-4-yl)amino)-6-chloropyrimidine-5-carboxylate